2-THIEN-2-YL-1H-INDOLE-3-CARBALDEHYDE S1C(=CC=C1)C=1NC2=CC=CC=C2C1C=O